ClC=1C=C(C=CC1Cl)C#CC=1C(=C(C(=CC1)O)N1CC(NS1(=O)=O)=O)F 5-(3-((3,4-dichlorophenyl)ethynyl)-2-fluoro-6-hydroxyphenyl)-1,2,5-thiadiazolidin-3-one 1,1-dioxide